N-(adamantan-2-yl)-3-methoxybenzene-1,4-diamine C12C(C3CC(CC(C1)C3)C2)NC2=CC(=C(C=C2)N)OC